8-Hydroxydesoxyguanosine OC=1N([C@H]2C[C@H](O)[C@@H](CO)O2)C=2N=C(NC(C2N1)=O)N